C(C)(C)(C)OC(=O)C1CCC2(CC1)CCCCC2 Spiro[5.5]undecane-3-carboxylic acid tert-butyl ester